C(CC=CCCCCC(=O)OC)(=O)OC dimethyl 3-nonenedioate